CC1=CC=C(C=C1)S(=O)(=O)OC[C@@H](CC=C)C (R)-2-METHYLPENT-4-EN-1-YL 4-METHYLBENZENESULFONATE